methyl (2S,3S,4S,5R)-3-(3,4-difluoro-5-iodo-2-methoxyphenyl)-4,5-dimethyl-5-(trifluoromethyl)tetrahydrofuran-2-carboxylate FC=1C(=C(C=C(C1F)I)[C@H]1[C@H](O[C@]([C@H]1C)(C(F)(F)F)C)C(=O)OC)OC